6-amino-3-ethyl-1-[(4-fluorophenyl)methyl]-5-[2-(isopropylamino)acetyl]pyrimidine-2,4-dione NC1=C(C(N(C(N1CC1=CC=C(C=C1)F)=O)CC)=O)C(CNC(C)C)=O